BrCC(C(=O)OC(C)(C)C)=C tert-butyl 2-(bromomethyl)prop-2-enoate